C(C1=CC=CC=C1)OC=1C=C2C(=C(N(C2=CC1)C1=CC(=C(C=C1)F)C)C(C)C)CC(C(=O)OC)(C)O methyl 3-[5-benzyloxy-1-(4-fluoro-3-methyl-phenyl)-2-isopropyl-indol-3-yl]-2-hydroxy-2-methyl-propanoate